O1CC12CCN(CC2)C(=O)OCC2=CC=CC=C2 benzyl 1-oxa-6-azaspiro[2.5]octane-6-carboxylate